[Zn].BrC1=CC=C(OCCN2CCOCC2)C=C1 N-[2-(4-bromophenoxy)ethyl]morpholine zinc